FC1=CC=C(C=C1)C1C(O1)(C#N)C#N 3-(4-fluorophenyl)oxirane-2,2-Dicarbonitrile